NC1=NC=NN2C1=C(C(=N2)C2=CC=C(C=C2)NC(C=C)=O)C2=CC=C(C=C2)N2CCCC2 N-(4-(4-amino-5-(4-(pyrrolidin-1-yl)phenyl)pyrazolo[5,1-f][1,2,4]triazin-6-yl)phenyl)acrylamide